Cl.OC1CC(C1)N1C=C(C(=CC1=O)C(=O)N(N)C)C(=O)OC(C)(C)C tert-butyl 1-((1r,3r)-3-hydroxycyclobutyl)-4-(1-methylhydrazine-1-carbonyl)-6-oxo-1,6-dihydropyridine-3-carboxylate hydrochloride